ClC1=C(C=CC=C1)CN1N=C(C=C1C1CCCC1)COC(C(=O)O)(C)C 2-[[1-[(2-Chlorophenyl)methyl]-5-cyclopentyl-pyrazol-3-yl]methoxy]-2-methyl-propanoic acid